C12=CC(=CC=C2CC1)N(C(=O)C1N(NC(C1)=O)C1=NC(=CC(=N1)C)C(F)(F)F)C N-(bicyclo[4.2.0]octa-1,3,5-trien-3-yl)-N-methyl-2-(4-methyl-6-(trifluoromethyl)pyrimidin-2-yl)-5-oxopyrazolidine-3-carboxamide